C(CCCCCCCCC)ON(C(CCCN(C)C)=O)C(CCCCC\C=C(\C(=O)OCC)/F)CCCCCCCCC Ethyl (2Z)-9-[N-(decyloxy)-4-(dimethylamino)butanamido]-2-fluorooctadec-2-enoate